N1N=NC2=C1C=CC(=C2)C(=O)O 1H-1,2,3-benzotriazole-5-carboxylic acid